(1R,4s)-4-(8-(4-chloro-2,6-difluorophenylamino)-2-((S)-1-hydroxypropan-2-ylamino)-9H-purin-9-yl)cyclohexanecarboxamide ClC1=CC(=C(C(=C1)F)NC=1N(C2=NC(=NC=C2N1)N[C@H](CO)C)C1CCC(CC1)C(=O)N)F